C1(CC1)C1=NN(C=N1)C1CC2(CN(C2)C(=O)N2C[C@H]3[C@@H](C2)CC(C3)OC3=CC=C(C=C3)C(F)(F)F)C1 |r| [6-(3-cyclopropyl-1,2,4-triazol-1-yl)-2-azaspiro[3.3]heptan-2-yl]-[rac-(3aS,6aR)-5-[4-(trifluoromethyl)phenoxy]-3,3a,4,5,6,6a-hexahydro-1H-cyclopenta[c]pyrrol-2-yl]methanone